C([S-])([S-])=S TRITHIOCARBONATE